[2H]C=1C(=C(C(=C(C1)[C@H]1[C@@H](O[C@]([C@H]1C)(C(F)(F)F)C)C(=O)NC1=CC(=NC=C1)C(=O)N)OC)F)F 4-[[(2R,3S,4S,5R)-3-(5-deuterio-3,4-difluoro-2-methoxy-phenyl)-4,5-dimethyl-5-(trifluoromethyl)tetrahydrofuran-2-carbonyl]amino]pyridine-2-carboxamide